3-azabicyclo[3.1.1]heptane-6-carboxamide C12CNCC(C1C(=O)N)C2